(S)-tert-butyl (1-((6-iodo-2-methylpyridin-3-yl)oxy)-2,4-dimethylpentan-2-yl)carbamate IC1=CC=C(C(=N1)C)OC[C@@](CC(C)C)(C)NC(OC(C)(C)C)=O